ClC=1C(=C(C=CC1)NC1=NC=NC2=CC(=C(C=C12)NC(\C=C\CN1CCOCC1)=O)C#C[C@@]12C(NC[C@H]2C1)=O)F (E)-N-(4-((3-chloro-2-fluorophenyl)amino)-7-(((1R,5S)-2-oxo-3-azabicyclo[3.1.0]hexan-1-yl)ethynyl)quinazolin-6-yl)-4-morpholinobut-2-enamide